ethyl 2-[4-(bromoacetyl) phenoxy]-2-methylpropanoate BrCC(=O)C1=CC=C(OC(C(=O)OCC)(C)C)C=C1